C[C@]1(COC[C@@H]1C)N1CCC(CC1)C=1C=C2C=C(N=CC2=CC1C)NC(=O)[C@H]1CC12CCOCC2 (S)-N-(6-(1-((3S,4R)-3,4-dimethyltetrahydrofuran-3-yl)piperidin-4-yl)-7-methylisoquinolin-3-yl)-6-oxaspiro[2.5]octane-1-carboxamide